CC1(C2=CC=CC=C2C2=CC=3C4=C(N(C3C=C21)C2=CC(=CC=C2)C2=NC1=CC=CC=C1C(=N2)C2=CC=CC=C2)C2=CC=CC=C2C4(C)C)C 7,7,13,13-tetramethyl-5-[3-(4-phenylquinazolin-2-yl)phenyl]-7,13-dihydro-5H-diindeno[1,2-b:1',2'-f]indole